O=C1NC(CCC1N1C(C2=CC=CC(=C2C1=O)NCCOCCOCCOCCOC=1C=C(C=CC1)CC(=O)NC=1SC(=C(N1)C=1C=C2CCN(C2=CC1)C(C1=C(C=CC=C1)C)=O)C)=O)=O 2-(3-(2-(2-(2-(2-((2-(2,6-dioxopiperidin-3-yl)-1,3-dioxoisoindolin-4-yl)amino)ethoxy)ethoxy)ethoxy)ethoxy)phenyl)-N-(5-methyl-4-(1-(2-methylbenzoyl)indolin-5-yl)thiazol-2-yl)acetamide